N-[6-(2-hydroxy-prop-2-yl)-2-(3-hydroxy-propyl)-2H-indazol-5-yl]-6-(trifluoromethyl)pyridine-2-carboxamide OC(C)(C)C=1C(=CC2=CN(N=C2C1)CCCO)NC(=O)C1=NC(=CC=C1)C(F)(F)F